2-(furan-2-yl)acetonitrile O1C(=CC=C1)CC#N